C(C)(=O)N1C(CC(C1)F)C(=O)NC(C=1C=CC2=CN(N=C2C1)C)C1=NC(=C(C=C1)C(C)C)F 1-acetyl-4-fluoro-N-{[6-fluoro-5-(propan-2-yl)pyridin-2-yl](2-methyl-2H-indazol-6-yl)methyl}pyrrolidine-2-carboxamide